CC(C)(C(C(C)(Br)C)(CC)C)Br 2,3,4-trimethyl-3-ethyl-2,4-dibromo-pentane